BrC1=CC=C(C=C1)C(C)(CC)C=1N=C(SC1)NC(=O)NCC1=CC=C(C=C1)N1CCNCC1 1-(4-(2-(4-bromophenyl)butan-2-yl)thiazol-2-yl)-3-(4-(piperazin-1-yl)benzyl)urea